ClC1=C(C=CC=C1)N1N=C(C=C1C1=CC(=CC=C1)OCC(C)C)CO [1-(2-Chlorophenyl)-5-[3-(2-methylpropoxy)phenyl]-1H-pyrazol-3-yl]methanol